(3-(2-chloro-3-(3-(3-hydroxypyrrolidin-1-yl)propoxy)phenyl)anilino)benzisoxazole ClC1=C(C=CC=C1OCCCN1CC(CC1)O)C=1C=C(NC2=NOC3=C2C=CC=C3)C=CC1